[Na+].O1C=2C(OCC1COCCCCS(=O)(=O)[O-])=CSC2 4-[(2,3-dihydrothieno[3,4-b]-[1,4]dioxin-2-yl)methoxy]-1-butanesulfonate sodium